O=C1NC(CCC1N1C(C2=CC=CC(=C2C1=O)NCC1CC2(CN(C2)C(=O)OC(C)(C)C)C1)=O)=O tert-butyl 6-[[[2-(2,6-dioxo-3-piperidyl)-1,3-dioxo-isoindolin-4-yl]amino]methyl]-2-azaspiro[3.3]heptane-2-carboxylate